NC1=C(C(=CC=C1)CN1C(OC=C1)=N)NC(=S)NC1(CC1)C1=CC(=CC=C1)Cl 1-{2-amino-6-[(2-imino-2,3-dihydro-1,3-oxazol-3-yl)methyl]phenyl}-3-[1-(3-chlorophenyl)cyclopropyl]thiourea